(2-((2-((4-([1,4'-bipiperidin]-4-yl)-2-methoxyphenyl)amino)-5-chloropyrimidin-4-yl)amino)phenyl)dimethylphosphine oxide N1(CCC(CC1)C1=CC(=C(C=C1)NC1=NC=C(C(=N1)NC1=C(C=CC=C1)P(C)(C)=O)Cl)OC)C1CCNCC1